C(C(C)C)(=O)NC=1NC(C=2N=CN([C@H]3[C@H](O)[C@H](OC)[C@@H](CO)O3)C2N1)=O N2-isobutyryl-3'-O-methyl-guanosine